methyl octenate C(C=CCCCCC)(=O)OC